r-dimethylacrylamide CC(=CC(=O)N)C